C1(=CC=C(C=C1)C1=CNC2=CC=C(C=C12)C(=O)N[C@@H]1C(N(C2=C(OC1)C=CC=C2)C)=O)C2=CC=CC=C2 (S)-3-([1,1'-biphenyl]-4-yl)-N-(5-methyl-4-oxo-2,3,4,5-tetrahydrobenzo[b][1,4]oxazepin-3-yl)-1H-indole-5-carboxamide